NCC=1C=C(C=CC1)C1=CC=CC=2C=C(OC21)COC2=C(C=CC=C2)CCC(=O)O 3-(2-((7-(3-(aminomethyl)phenyl)benzofuran-2-yl)methoxy)phenyl)propanoic acid